FC1=CC=C(C=C1)[C@@H](C1CCN(CC1)C(=O)N1C[C@@H]2[C@@H](OCC(N2)=O)CC1)C1=CC=C(C=C1)OC |o1:7| (4aR,8aS)-6-(4-((S or R)-(4-Fluorophenyl)(4-methoxyphenyl)methyl)piperidine-1-carbonyl)hexahydro-2H-pyrido[4,3-b][1,4]oxazin-3(4H)-one